BrC1=CSC=2C1=NC(=CC2)N(CC2=CC(=C(C=C2)C)C)CC2=CC(=C(C=C2)C)C 3-bromo-N,N-bis(3,4-dimethylbenzyl)thieno[3,2-b]pyridin-5-amine